1-(1,3-benzodioxolan-5-yl)-2-methylpropan-2-amine O1COC2=C1C=CC(=C2)CC(C)(N)C